OC1=CC2=C(C=N1)CN(C2)C2=C(C(N(N=C2)COCC[Si](C)(C)C)=O)C(F)(F)F 5-[6-hydroxy-1H,2H,3H-pyrrolo[3,4-c]pyridin-2-yl]-4-(trifluoromethyl)-2-[[2-(trimethylsilyl)ethoxy]methyl]-2,3-dihydropyridazin-3-one